O=S1(NCC=C1)=O 2,3-dihydro-1,1-dioxoisothiazole